NC1=CC=CC(=N1)NC=1SC(=CN1)C(=O)NC1=C(C(=CC=C1C)O)C 2-[(6-amino-2-pyridyl)amino]-N-(3-hydroxy-2,6-dimethyl-phenyl)thiazole-5-carboxamide